2-hydroxy-5-(4-methylpiperazin-1-yl)benzoic acid OC1=C(C(=O)O)C=C(C=C1)N1CCN(CC1)C